ClC1=NC(=CC=C1C(=O)NS(=O)(=O)C1=C(C=CC=C1)C)N1N=C(C=C1)OCC1C(C1(C)C)(C)C 2-chloro-N-(o-tolylsulfonyl)-6-[3-[(2,2,3,3-tetramethylcyclopropyl)methoxy]pyrazol-1-yl]pyridine-3-carboxamide